6-tertiary butyl-3-methyl-4-ethylphenol C(C)(C)(C)C1=CC(=C(C=C1O)C)CC